C1(=CC=CC=C1)P([Si](C)(C)C)C1=CC=CC=C1 diphenyl-(trimethylsilyl)phosphine